(3S)-3-[2-cyclobutylethyl-[(2S)-2-cyclopentyl-2-[9H-fluoren-9-ylmethoxycarbonyl(methyl)amino]acetyl]amino]-4-(dimethylamino)-4-oxo-butanoic acid C1(CCC1)CCN([C@@H](CC(=O)O)C(=O)N(C)C)C([C@@H](N(C)C(=O)OCC1C2=CC=CC=C2C=2C=CC=CC12)C1CCCC1)=O